CC1=CC=C2C(=N1)N=C(O2)SCC(=O)C2=CC=C(S2)CNC(C(C)(C)C)=O N-((5-(2-((5-methyloxazolo[4,5-b]pyridin-2-yl)thio)acetyl)thiophen-2-yl)methyl)pivalamide